(M)-4-((S)-4-acryloyl-2-methylpiperazin-1-yl)-6-chloro-1-(2-isopropylphenyl)-7-((R)-2-methylpiperidin-1-yl)pyrido[2,3-d]pyrimidin-2(1H)-one C(C=C)(=O)N1C[C@@H](N(CC1)C=1C2=C(N(C(N1)=O)C1=C(C=CC=C1)C(C)C)N=C(C(=C2)Cl)N2[C@@H](CCCC2)C)C